ClC=1C=C2C3=C(NC2=CC1)C(N(CC3)CCNC3=NC(=C(C=C3)Cl)C(F)(F)F)CN3CC(CC3)NC(OC(C)(C)C)=O tert-butyl (1-((6-chloro-2-(2-((5-chloro-6-(trifluoromethyl) pyridin-2-yl)amino)ethyl)-2,3,4,9-tetrahydro-1H-pyrido[3,4-b]indol-1-yl)methyl)pyrrolidin-3-yl)carbamate